(3-chlorophenyl)-2-(4-nitrophenoxy)-1,3,2-dioxaphosphorinane 2-oxide ClC=1C=C(C=CC1)C1OP(OCC1)(OC1=CC=C(C=C1)[N+](=O)[O-])=O